C(C)(C)(C)C=1C=C(C=C(C1O)C(C)(C)C)CCC(=O)N1CN(CN(C1)C(CCC1=CC(=C(C(=C1)C(C)(C)C)O)C(C)(C)C)=O)C(CCC1=CC(=C(C(=C1)C(C)(C)C)O)C(C)(C)C)=O 1,3,5-tris-(3,5-di-tert-butyl-4-hydroxyphenylpropionyl)hexahydro-1,3,5-triazine